CN(CCN1N=C(C2=CC=C(C=C12)C=1C(=NNC1)OC)C=O)C (1-(2-(dimethylamino)ethyl)-6-(3-methoxy-1H-pyrazol-4-yl)-1H-indazol-3-yl)methanone